lithium trihydroxybenzylacrylate OC1=C(C(C(C(=O)[O-])=C)(O)O)C=CC=C1.[Li+]